FC1=CC=C(C=C1)C1=NC(=NC(=C1/C=C/[C@H](C[C@H](CC(=O)O)O)O)C(C)C)N(S(=O)(=O)C)C (E)-7-[4-(4-fluorophenyl)-6-isopropyl-2-[methyl-(methylsulphonyl)amino]pyrimidin-5-yl](3R,5S)-3,5-dihydroxyhept-6-enoic acid